2-fluoro-4-chlorobenzenesulfonyl chloride FC1=C(C=CC(=C1)Cl)S(=O)(=O)Cl